(S)-4-methyl-4-(3-((4-((2-oxo-2-(2-(2-oxo-2-((pyridin-3-ylmethyl)amino)acetyl)pyrrolidin-1-yl)ethyl)carbamoyl)quinolin-6-yl)oxy)propyl)morpholin-4-ium iodide [I-].C[N+]1(CCOCC1)CCCOC=1C=C2C(=CC=NC2=CC1)C(NCC(N1[C@@H](CCC1)C(C(NCC=1C=NC=CC1)=O)=O)=O)=O